N-((S)-1-(3-chloro-2-fluorophenyl)ethyl)-6-((S)-pyrrolidin-3-yloxy)pyrido[3,2-d]pyrimidin-4-amine ClC=1C(=C(C=CC1)[C@H](C)NC=1C2=C(N=CN1)C=CC(=N2)O[C@@H]2CNCC2)F